BrC1=CC(=NC=C1)N1C[C@](CC1)(O)C (S)-1-(4-bromopyridin-2-yl)-3-methylpyrrolidin-3-ol